C1(CC1)CC1=C(C(=NN1C=1SC=C(N1)C(=O)O)C=1C=C(C(=CC1)F)C=1CCC(CC1)C)CC1=CC(=C(C=C1)S(N)(=O)=O)F 2-(5-(cyclopropylmethyl)-3-(6-fluoro-4'-methyl-2',3',4',5'-tetrahydro-[1,1'-biphenyl]-3-yl)-4-(3-fluoro-4-sulfamoylbenzyl)-1H-pyrazol-1-yl)thiazole-4-carboxylic acid